C(C)(C)(C)OC(=O)N1C[C@H](N(CC1)C(=O)N1CCC(CC1)CN1C(C=C(C=C1)C1=CC=CC=C1)=O)C1=C(C=CC(=C1)F)F (R)-3-(2,5-difluorophenyl)-4-(4-((2-oxo-4-phenylpyridin-1(2H)-yl)methyl)piperidine-1-carbonyl)piperazine-1-carboxylic acid tert-butyl ester